CN(C)C(C(=O)O)=C.CC(=C(C(=O)N)N)C dimethyl-aminoacrylamide dimethylaminoacrylate